tert-Butyl 8-(Chlorocarbonyl)-3,8-diazabicyclo[3.2.1]octane-3-carboxylate ClC(=O)N1C2CN(CC1CC2)C(=O)OC(C)(C)C